(E)-2-(thiophen-2-ylmethylene)-3,3-dimethylbutyrolactone S1C(=CC=C1)\C=C/1\C(=O)OCC1(C)C